5-methyl-1-[6-(triethoxysilyl)hexyl]-1H-tetrazole CC1=NN=NN1CCCCCC[Si](OCC)(OCC)OCC